C1(CC1)C1=NN(C(=C1)S(=O)(=O)N1CCC2(CC(CO2)NCCOC)CC1)C 8-((3-cyclopropyl-1-methyl-1H-pyrazol-5-yl)sulfonyl)-N-(2-methoxyethyl)-1-oxa-8-azaspiro[4.5]decan-3-amine